NC1=NC2=NC=C(N=C2C(=N1)O)CNC1CCC(CC1)C(=O)OC methyl (1r,4r)-4-(((2-amino-4-hydroxypteridin-6-yl)methyl)amino)cyclohexane-1-carboxylate